ethyl 5-(4-bromophenoxy)-1-(4-methoxyphenylethyl)-1H-1,2,3-triazole-4-carboxylate BrC1=CC=C(OC2=C(N=NN2CCC2=CC=C(C=C2)OC)C(=O)OCC)C=C1